FC1=C(C(=O)C=2C3=C(SC2NC([C@H](C)NC(OC(C)(C)C)=O)=O)CC(C3)C)C(=CC=C1)F tert-butyl N-[(1S)-2-[[3-(2,6-difluorobenzoyl)-5-methyl-5,6-dihydro-4H-cyclopenta[b]thiophen-2-yl]amino]-1-methyl-2-oxo-ethyl]carbamate